C([O-])([O-])=O.[Mn+2].[P+3] phosphorus manganese carbonate